O=C1NC(CCC1N(C(CC=1C=CC(=NC1)N1CCN(CC1)CC1CCNCC1)=O)C)=O 4-((4-(5-(2-((2,6-dioxopiperidin-3-yl)(methyl)amino)-2-oxoethyl)pyridin-2-yl)piperazin-1-yl)methyl)piperidin